2,2,2-trifluoro-N-(1-oxo-2-((2-(trimethylsilyl)ethoxy)methyl)-1,2-dihydroisoquinolin-6-yl)acetamide FC(C(=O)NC=1C=C2C=CN(C(C2=CC1)=O)COCC[Si](C)(C)C)(F)F